(2S,3S)-2-Amino-3-methyl-N-(2-morpholinoethyl)pentanamide N[C@H](C(=O)NCCN1CCOCC1)[C@H](CC)C